C12CN(CC(CC1)N2)C=2C1=C(N(C(N2)=O)C)C(=C(N=C1)C1=C2CCCCC2=CC(=C1)O)F 4-(3,8-diazabicyclo[3.2.1]octan-3-yl)-8-fluoro-7-(7-hydroxytetralin-5-yl)-1-methyl-pyrido[4,3-d]pyrimidin-2-one